2-chloro-5-[3,6-dihydro-3-methyl-2,6-dioxo-4-(trifluoromethyl)-1-(2H)pyrimidinyl]-4-fluoro-N-[[methyl(1-methylethyl)amino]-sulfonyl]benzamide ClC1=C(C(=O)NS(=O)(=O)N(C(C)C)C)C=C(C(=C1)F)N1C(N(C(=CC1=O)C(F)(F)F)C)=O